COC=1C=C(C=NC1)C=1C=CC=2N(N1)C(=CN2)C=2C=C(C=CC2)NC(C)=O N-[3-[6-(5-methoxy-3-pyridyl)imidazo[1,2-b]pyridazin-3-yl]phenyl]acetamide